CC(CCCCCC)O 2-octyl alcohol